1,1-dibromoethane BrC(C)Br